propargyl diamyl phosphate P(=O)(OCC#C)(OCCCCC)OCCCCC